1-(7-(5-(4-fluoro-2-(4-isopropylpyrimidin-5-yl)phenoxy)pyrimidin-4-yl)-2,7-diazaspiro[4.4]nonan-2-yl)-2-methylpropan-2-ol FC1=CC(=C(OC=2C(=NC=NC2)N2CC3(CCN(C3)CC(C)(O)C)CC2)C=C1)C=1C(=NC=NC1)C(C)C